7-tertiary butyl-1-methylnaphthalene C(C)(C)(C)C1=CC=C2C=CC=C(C2=C1)C